FC(C1=C(C=NC=C1)O)(F)F 4-(trifluoromethyl)pyridin-3-ol